FC1=C2C=CN(C2=C(C=C1)C(=O)NC1CC2(CCC2)C1)CC1=C(C=C(C=C1)C1=CC=CC=C1)F 6-(4-Fluoro-1-((3-fluoro-[1,1'-biphenyl]-4-yl)methyl)-1H-indol-7-carboxamido)spiro[3.3]-heptan